C(#N)C1=CC(=C(C=O)C=C1)C 4-CYANO-2-METHYLBENZALDEHYDE